ClC1=C(C=CC=C1)C1=C(C(=NC=2C[C@@H](CCC12)C1=C(C=NN1C)C)N1CC2(CN(C2)C(C=C)=O)CC1)C 1-(6-((7R)-4-(2-chlorophenyl)-7-(1,4-dimethyl-1H-pyrazol-5-yl)-3-methyl-5,6,7,8-tetrahydro-2-quinolinyl)-2,6-diazaspiro[3.4]octan-2-yl)-2-propen-1-one